COC1=CC=C(C=N1)C1COC2=C(O1)C=CC(=C2)\C(\C)=N/O (Z)-1-(2-(6-methoxypyridin-3-yl)-2,3-dihydrobenzo[b][1,4]dioxin-6-yl)ethan-1-one oxime